1,3-diamino-4,6-dinitrobenzene NC1=CC(=C(C=C1[N+](=O)[O-])[N+](=O)[O-])N